benzyl-(chloromethyl)dimethyl-silane C(C1=CC=CC=C1)[Si](C)(C)CCl